OCN1C=CC2=C(N=CN=C12)N1CCOCC1 1-(hydroxymethyl)-4-morpholino-1H-1,5,7-triazaindene